NC=1C2=C(N=CN1)N(C=C2C2=CC=C(C=C2)NC(=O)NC2=CC=C(C=C2)Br)CCN2CCOCC2 1-(4-(4-amino-7-(2-morpholinoethyl)-7H-pyrrolo[2,3-d]pyrimidin-5-yl)phenyl)-3-(4-bromophenyl)urea